1-(9Z-tetradecenoyl)-2-(9Z-pentadecenoyl)-glycero-3-phospho-(1'-sn-glycerol) CCCCC/C=C\CCCCCCCC(=O)O[C@H](COC(=O)CCCCCCC/C=C\CCCC)COP(=O)(O)OC[C@H](CO)O